OC[C@@H](C1=CC=CC=C1)N[C@H](C(=O)O)C1(CCOCC1)C (S)-2-(((R)-2-hydroxy-1-phenylethyl)amino)-2-(4-methyltetrahydro-2H-pyran-4-yl)acetic acid